NC1=NC=2C=C(C=CC2C2=C1[C@@H](OC2)C)CN(C(=O)C=2C=NC(=CC2)C2CC2)C2=CC=CC=1CCS(C12)(=O)=O N-{[(3S)-4-amino-3-methyl-1H,3H-furo[3,4-c]quinolin-7-yl]methyl}-6-cyclopropyl-N-(1,1-dioxo-2,3-dihydro-1λ6-benzothiophen-7-yl)pyridine-3-carboxamide